C(C)(C)(C)OC(=O)NC1CCC(CC1)N(C(OC(C)(C)C)=O)CC(C1=CC=CC=C1)C1(C(=C(C(C=C1)(C#N)Cl)C1=CC=CC=C1)F)F tert-butyl ((1r,4r)-4-((tert-butoxycarbonyl)amino)cyclohexyl)(2-(6-chloro-6-cyano-2,3-difluoro-[1,1-biphenyl]-3-yl)-2-phenylethyl)carbamate